C(C)(=O)OCC\C=C/CCCCCCCC\C=C\CCCC Z,E-3,13-octadecadienyl acetate